NC1C2(CC3=CC=CC=C13)CCC(CC2)C2=NC(=CC=C2)C2=C(C(=CC=C2)Cl)Cl (1'-amino-1',3'-dihydrospiro[cyclohexane-1,2'-indene]-4-yl)-6-(2,3-dichlorophenyl)pyridine